(R)-(-)-4-methylcaproic acid C[C@@H](CCC(=O)O)CC